3-(1-(2-chloro-4-fluorophenyl)cyclopropyl)-5-(4-methyl-1-(2-(methylsulfonyl)ethyl)-5-vinyl-1H-pyrazol-3-yl)-1,2,4-oxadiazole ClC1=C(C=CC(=C1)F)C1(CC1)C1=NOC(=N1)C1=NN(C(=C1C)C=C)CCS(=O)(=O)C